3-(5-((4-aminotetrahydrofuran-3-yl)oxy)-1-oxoisoindolin-2-yl)piperidine-2,6-dione NC1C(COC1)OC=1C=C2CN(C(C2=CC1)=O)C1C(NC(CC1)=O)=O